methyl 2-(chroman-6-yl)acetate O1CCCC2=CC(=CC=C12)CC(=O)OC